C(C)(=O)OCCC(C)(OCC(C)C)C 3-methyl-3-isobutoxybutyl Acetate